1-(3-methoxyphenyl)-3-[[2-(m-tolyl)-1,3-dioxolan-2-yl]methyl]urea COC=1C=C(C=CC1)NC(=O)NCC1(OCCO1)C=1C=C(C=CC1)C